NC1=CC=C(C(=O)NC(C)CCC2=CC=CC=C2)C=C1 4-amino-N-(4-phenylbutan-2-yl)benzamide